ClC=1C(=CC(=C(C1)NC1=NC(=NC=N1)NC=1C(=CC(=C(C1)NC(C=C)=O)N1C[C@@H](CC1)N(C)C)OC)[C@@](C)(CC)O)F N-(5-(4-(5-chloro-4-fluoro-2-((R)-2-hydroxybut-2-yl)phenylamino)-1,3,5-triazin-2-ylamino)-2-((R)-3-(dimethylamino)pyrrolidin-1-yl)-4-methoxyphenyl)acrylamide